methyl 3-hydrazinylbicyclo[1.1.1]pentane-1-carboxylate hydrochloride Cl.N(N)C12CC(C1)(C2)C(=O)OC